(S)-N-methyl-N-(piperidin-2-ylmethyl)-4-(9H-purin-6-yl)-3,4-dihydro-2H-1,4-thiazine-6-carboxamide hydrochloride Cl.CN(C(=O)C1=CN(CCS1)C1=C2N=CNC2=NC=N1)C[C@H]1NCCCC1